BrCC=1C=C(C(=NC1)C(=O)OC)C(=O)[O-] Methyl 5-bromomethylpyridine-2,3-diformate